2-Chloro-5-cyclopropyl-4-[[4-[1-methyl-4-(trifluoromethyl)imidazol-2-yl]phenyl]methoxy]pyrimidine ClC1=NC=C(C(=N1)OCC1=CC=C(C=C1)C=1N(C=C(N1)C(F)(F)F)C)C1CC1